N-[4-fluoro-3-(2-methyl-1-oxoisoquinolin-4-yl)phenyl]methanesulfonamide FC1=C(C=C(C=C1)NS(=O)(=O)C)C1=CN(C(C2=CC=CC=C12)=O)C